N-(2,6-difluorophenyl)-5-fluoro-4-[3-(1-methoxyethyl)-4-methyl-5-oxo-4,5-dihydro-1H-1,2,4-triazol-1-yl]-2-{[(2S)-1,1,1-trifluoropropan-2-yl]oxy}benzamide FC1=C(C(=CC=C1)F)NC(C1=C(C=C(C(=C1)F)N1N=C(N(C1=O)C)C(C)OC)O[C@H](C(F)(F)F)C)=O